rel-(R)-N-((6,6-dimethyltetrahydro-2H-pyran-3-yl)methyl)-N-ethyl-5,6-difluoropyrimidin-4-amine CC1(CC[C@@H](CO1)CN(C1=NC=NC(=C1F)F)CC)C |o1:4|